3-[(2E)-3,7-dimethylocta-2,6-dien-1-yl]-2,4-dihydroxy-6-(3-methylpentyl)benzoic acid C\C(=C/CC=1C(=C(C(=O)O)C(=CC1O)CCC(CC)C)O)\CCC=C(C)C